ClC=1C=C(NC2(CCC3(C(CC4=CC=CC=C34)CCCOC3=CC(=CC(=C3)F)Cl)CC2)C(=O)O)C=CC1 (1r,4r)-4-(3-Chloroanilino)-2'-[3-(3-chloro-5-fluorophenoxy)propyl]-2',3'-dihydrospiro[cyclohexane-1,1'-indene]-4-carboxylic acid